FC=1C=CC(=NC1)[C@H](C(C)(C)OC)N |r| rac-1-(5-fluoropyridin-2-yl)-2-methoxy-2-methylpropan-1-amine